(R)-2-((1-(2-(4,4-dimethylpiperidin-1-yl)-7-methyl-4-oxo-4H-pyrido[1,2-a]pyrimidin-9-yl)ethyl)amino)benzoic acid CC1(CCN(CC1)C=1N=C2N(C(C1)=O)C=C(C=C2[C@@H](C)NC2=C(C(=O)O)C=CC=C2)C)C